benzyl (S)-2-methyl-3-oxopiperazine-1-carboxylate C[C@@H]1N(CCNC1=O)C(=O)OCC1=CC=CC=C1